CC=1C=CC(=C(C1)N1/C(/SCC1=O)=N/C(=O)NC1=C(C=C(C=C1)C1=NN(C=N1)C1=NC=C(C=C1)OC(F)(F)F)C(F)(F)F)OCCC(F)(F)F (Z)-1-(3-(5-methyl-2-(3,3,3-trifluoropropoxy)phenyl)-4-oxothiazolidin-2-ylidene)-3-(4-(1-(5-(trifluoromethoxy)pyridin-2-yl)-1H-1,2,4-triazol-3-yl)-2-(trifluoromethyl)phenyl)urea